ClC=1C=C([C@H](N)C(=O)O)C=CC1 L-3-chloro-phenylglycine